1-(tert-butoxycarbonylamino)-2-phenylcyclopropanecarboxylic acid C(C)(C)(C)OC(=O)NC1(C(C1)C1=CC=CC=C1)C(=O)O